NC(C)(C)C1=CC(=NC(=C1)C1=CC=C(C=C1)F)NC1[C@@H]2CN(C[C@H]12)C=1C(=CC2=C(N=C(O2)C)C1)C=O 5-((1R,5S,6s)-6-((4-(2-aminopropan-2-yl)-6-(4-fluorophenyl)pyridin-2-yl)amino)-3-azabicyclo[3.1.0]hexan-3-yl)(2-methylbenzo[d]oxazol-6-yl)methanone